CCCCCCCCCCCCCCCCCC(=O)OCC(CO)O Glycerylmonostearate